3-(6-Methoxypyridin-2-yl)-5,6,7,8-tetrahydroimidazo[1,2-a]pyridine-2-carboxylic acid ethyl ester C(C)OC(=O)C=1N=C2N(CCCC2)C1C1=NC(=CC=C1)OC